1-(2,6-dichlorophenyl)-4-((5-(4-methylpiperazine-1-carbonyl)pyridin-2-yl)amino)-1H-pyrazole-3-carboxamide ClC1=C(C(=CC=C1)Cl)N1N=C(C(=C1)NC1=NC=C(C=C1)C(=O)N1CCN(CC1)C)C(=O)N